O=C(CC[C@H]1NC(OC1)=O)N1CC(C1)C=1C=NC(=NC1)N1CC(CC1)C(F)(F)F (4R)-4-[3-Oxo-3-[3-[2-[3-(trifluoromethyl)pyrrolidin-1-yl]pyrimidin-5-yl]azetidin-1-yl]propyl]oxazolidin-2-one